ClC1=C(C=2N=C(N=C(C2C=N1)N1C[C@H]2CC[C@@H](C1)N2C(=O)OC(C)(C)C)OC[C@]21CCCN1C[C@@H](C2)F)F (1R,5S)-tert-butyl 3-(7-chloro-8-fluoro-2-(((2R,7aS)-2-fluorohexahydro-1H-pyrrolizin-7a-yl)methoxy)pyrido[4,3-d]pyrimidin-4-yl)-3,8-diazabicyclo[3.2.1]octane-8-carboxylate